C(C)OC(=O)CC=1N=C(SC1)NC(=O)C1=CC(=NN1C1=NC=CC=C1Cl)Br N-(4-ethoxycarbonylmethylthiazol-2-yl)-3-bromo-1-(3-chloropyridin-2-yl)-5-pyrazolecarboxamide